C(#N)C=1N=C([N-]C1C#N)C(F)(F)F 4,5-dicyano-2-(trifluoro-methyl)imidazolide